(R)-N-((2-(2-(1,3-dimethyl-2,4-dioxo-1,3,7-triazaspiro[4.4]nonan-7-yl)pyrimidin-4-yl)-1,6-naphthyridin-7-yl)methyl)-6-methyl-5-(methylsulfonyl)nicotinamide CN1C(N(C([C@@]12CN(CC2)C2=NC=CC(=N2)C2=NC1=CC(=NC=C1C=C2)CNC(C2=CN=C(C(=C2)S(=O)(=O)C)C)=O)=O)C)=O